(Z)-2-(6-(2-(6-(3,3-difluoropyrrolidin-1-yl)pyrazin-2-yl)-2-fluorovinyl)-3-(phenoxy-d5)-2-(trifluoromethyl)phenyl)-9-ethyl-2,9-diazaspiro[5.5]undecane FC1(CN(CC1)C1=CN=CC(=N1)/C(=C/C1=CC=C(C(=C1N1CC2(CCC1)CCN(CC2)CC)C(F)(F)F)OC2=C(C(=C(C(=C2[2H])[2H])[2H])[2H])[2H])/F)F